2,3-dihydroxyl-4-oxopentenal OC(C=O)=C(C(C)=O)O